C1(CC1)C1=C(CC2CC3(CN(C3)C(=O)C3CC(C3)(C)O)C2)C=CC=C1 (6-(2-Cyclopropylbenzyl)-2-azaspiro[3.3]heptan-2-yl)((1s,3s)-3-hydroxy-3-methylcyclobutyl)methanone